BrC=1C=C(N(N1)CC)C(=O)OC methyl 5-bromo-2-ethylpyrazole-3-carboxylate